7-[7-bromo-6-iodo-2-{[1-(3-methoxypropyl)piperidin-4-yl]Oxy}-8-(2,2,2-trifluoroethoxy)quinazolin-4-yl]-2,7-diazaspiro[3.5]Nonane-2-carboxylic acid tert-butyl ester C(C)(C)(C)OC(=O)N1CC2(C1)CCN(CC2)C2=NC(=NC1=C(C(=C(C=C21)I)Br)OCC(F)(F)F)OC2CCN(CC2)CCCOC